ClC1=CC(=C(C=C1)C(=O)N1CCC(CC1)CCCCNC(=O)C=1C=CC=2N(C1)C=CN2)OC N-(4-{1-[(4-chloro-2-methoxyphenyl)carbonyl]piperidin-4-yl}butyl)imidazo[1,2-a]pyridine-6-carboxamide